1-(2-{3-chloro-7H-pyrrolo[2,3-c]pyridazin-7-yl}ethyl)pyrrolidin-3-ol ClC1=CC2=C(N=N1)N(C=C2)CCN2CC(CC2)O